C(C)(C)(C)OC(=O)NC(CC(=O)[O-])C1=CC=CC=C1 3-[(tert-butoxycarbonyl) amino]-3-phenylpropanoate